NC=1C(=NC(=NC1C1=C2C=NNC2=CC=C1C)C1=C(C=CC(=C1)F)NC=1C=NC=CC1)C(=O)N 5-amino-2-(5-fluoro-2-(pyridin-3-ylamino)phenyl)-6-(5-methyl-1H-indazol-4-yl)pyrimidine-4-carboxamide